ClCC1CCOC(O1)(C)C (4R-CIS)-6-chloromethyl-2,2-dimethyl-1,3-dioxane